1-(3-cyclopropyl-1-phenyl-1H-pyrazol-5-yl)-3-(2-fluoro-4-((3-keto-3,4-dihydropyrido[2,3-b]pyrazin-8-yl)oxy)phenyl)urea C1(CC1)C1=NN(C(=C1)NC(=O)NC1=C(C=C(C=C1)OC1=CC=NC=2NC(C=NC21)=O)F)C2=CC=CC=C2